OCC1=NC=2C=CN(C(C2C=C1)=O)CCOC 2-(hydroxymethyl)-6-(2-methoxyethyl)-1,6-naphthyridin-5(6H)-one